C(C)(C)(C)OC(=O)N1[C@@H]2[C@H](N(C[C@H]1CC2)CC2=CC=CC=C2)COCOC (1S,2S,5R)-3-benzyl-2-((methoxymethoxy)methyl)-3,8-diazabicyclo[3.2.1]octane-8-carboxylic acid tert-butyl ester